1-(3,3-difluorocyclobutyl)-5,5-difluoro-3-(methanesulfonyl)-4,5,6,7-tetrahydro-1H-indol-4-ol FC1(CC(C1)N1C=C(C=2C(C(CCC12)(F)F)O)S(=O)(=O)C)F